butanol butylacetate C(CCC)CC(=O)OCCCC